O=C1NC(CCC1N1C(N(C2=C1C=CC(=C2)N2CCN(CC2)CC2CCC(CC2)OC[C@@H](C)NC(OC(C)(C)C)=O)C)=O)=O Tert-butyl ((2R)-1-(((1r,4R)-4-((4-(1-(2,6-dioxopiperidin-3-yl)-3-methyl-2-oxo-2,3-dihydro-1H-benzo[d]imidazol-5-yl)piperazin-1-yl)methyl)cyclohexyl)oxy)propan-2-yl)carbamate